N-((5-(5-(difluoromethyl)-1,3,4-oxadiazol-2-yl)thiazol-2-yl)methyl)-N-(pyridin-3-yl)methanesulfonamide FC(C1=NN=C(O1)C1=CN=C(S1)CN(S(=O)(=O)C)C=1C=NC=CC1)F